O[C@@]/1(C2(C(=C3C=C(C=C3\C1=N/O)C)C)CC2)C (R,E)-6'-hydroxy-2',4',6'-trimethylspiro[cyclopropane-1,5'-inden]-7'(6'H)-one oxime